tert-butyl-(1-(4-cyano-2,5-dimethoxyphenyl)butan-2-yl)carbamate C(C)(C)(C)OC(NC(CC1=C(C=C(C(=C1)OC)C#N)OC)CC)=O